S1CCN(CC1)N1N=CC2=CC=CC=C12 thiomorpholino-1H-indazol